2-[(2S)-1-(2-iodophenoxy)propan-2-yl]-1H-isoindole-1,3(2H)-dione IC1=C(OC[C@H](C)N2C(C3=CC=CC=C3C2=O)=O)C=CC=C1